(2S,3S)-3-[tert-butyl(dimethyl)silyl]oxy-N-(5-chloro-2,4-difluoro-phenyl)pyrrolidine-2-carboxamide [Si](C)(C)(C(C)(C)C)O[C@@H]1[C@H](NCC1)C(=O)NC1=C(C=C(C(=C1)Cl)F)F